C(CCCCCCCCCCC)C(CCCCCN)(N)CCCCCCCCCCCC Di(dodecyl)hexane-1,6-diamine